C(C)(=O)C1=C(C2=C(N=C(N=C2)NC2=NC=C(C=C2)N2CCN(CC2)C=2C=NC(=CC2)CCl)N(C1=O)C1CCCC1)C 6-acetyl-2-[[5-[4-[6-(chloromethyl)-3-pyridyl]piperazin-1-yl]-2-pyridyl]amino]-8-cyclopentyl-5-methyl-pyrido[2,3-d]pyrimidin-7-one